1-chloro-3-(3-iodobutyl)benzene ClC1=CC(=CC=C1)CCC(C)I